5-chloro-N2-(3,5-dimethylphenyl)-N4-(2-(isopropylsulfonyl)phenyl)pyrimidine-2,4-diamine ClC=1C(=NC(=NC1)NC1=CC(=CC(=C1)C)C)NC1=C(C=CC=C1)S(=O)(=O)C(C)C